[N+](=O)([O-])C1=CC=C(OC(=O)O[C@H]2C[C@H](CC2)C2=CC(=NN2)NC(OCC2=CC=CC=C2)=O)C=C1 benzyl (5-((1S,3R)-3-(((4-nitrophenoxy)carbonyl)oxy)cyclopentyl)-1H-pyrazol-3-yl)carbamate